L-2-Chloropropionic acid C[C@@H](C(=O)O)Cl